OC1=C(C=CC=C1)C=1C=C2N3CCN(C[C@@H]3CNC2=NN1)C1CC2(CN(C2)C2CCN(CC2)C2CC3(C2)CCC(CC3)C(=O)OCC)C1 ethyl 2-[4-[6-[(10S)-4-(2-hydroxyphenyl)-1,5,6,8,12-pentazatricyclo[8.4.0.02,7]tetradeca-2,4,6-trien-12-yl]-2-azaspiro[3.3]heptan-2-yl]-1-piperidyl]spiro[3.5]nonane-7-carboxylate